N(=[N+]=[N-])C(C)(C)C1=CN=C(C2=CN=C(C=C12)Cl)OCCCC(=O)N(C)C 4-((4-(2-azidopropan-2-yl)-6-chloro-2,7-naphthyridin-1-yl)oxy)-N,N-dimethylbutyramide